methyl N-(tert-butoxycarbonyl)-O-(tert-butyldimethylsilyl)-L-serinate C(C)(C)(C)OC(=O)N[C@@H](CO[Si](C)(C)C(C)(C)C)C(=O)OC